1-(hydroxymethyl)cyclopentane OCC1CCCC1